O1COC2=C1C=CC(=C2)CN(CCC(=O)NO)CC2=CC1=C(OCO1)C=C2 3-[bis(1,3-Benzodioxol-5-ylmethyl)amino]-propanehydroxamic acid